6-(cyclopropylethynyl)pyridine-2-carbaldehyde C1(CC1)C#CC1=CC=CC(=N1)C=O